cyanooxaininesulfonate C(#N)OS(=O)(=O)C1OC=CC=C1